CC(CC(C)(C)C)C(CC(C)(C)C)C(=O)OOC(=O)C1(OO1)C(C)CC(C)(C)C t-amyl peroxy-3,5,5-trimethylhexanoate